tert-Butyl 4-[4-[3-cyano-5-[(1R)-1-(2-pyridyl)ethoxy] imidazo[1,2-a]pyridin-7-yl]-5-methyl-triazol-1-yl]azepane-1-carboxylate C(#N)C1=CN=C2N1C(=CC(=C2)C=2N=NN(C2C)C2CCN(CCC2)C(=O)OC(C)(C)C)O[C@H](C)C2=NC=CC=C2